C(C)(=O)N[C@@H](CCSC)C(=O)O N-Acetyl-L-methionine